N1N=C(C=C1)CNC(=O)NC1=CC=C(C=C1)C1=NC(=NC(=N1)N1CCOCC1)C=1SC(=CC1)CN1CCOCC1 1-((1H-pyrazol-3-yl)methyl)-3-(4-(4-morpholinyl-6-(5-(morpholinylmethyl)thiophen-2-yl)-1,3,5-triazin-2-yl)phenyl)urea